N-benzyl-7-(4-bromo-3-chloro-benzoyl)-2-(4-isobutoxyphenyl)-3-oxo-6,8-dihydro-5H-imidazo[1,5-a]pyrazine-1-carboxamide C(C1=CC=CC=C1)NC(=O)C=1N(C(N2C1CN(CC2)C(C2=CC(=C(C=C2)Br)Cl)=O)=O)C2=CC=C(C=C2)OCC(C)C